2-(4-((5-chloro-3-fluoropyridin-2-yl)oxy)phenyl)-1,2,3,4-tetrazole ClC=1C=C(C(=NC1)OC1=CC=C(C=C1)N1N=CN=N1)F